C(#N)C1=C(C=C(C=C1)NC(=O)NC1=CC(=C(C=C1)C#N)C(F)(F)F)C(F)(F)F 1,3-bis(4-cyano-3-(trifluoromethyl)phenyl)urea